FC=1C=C(C=CC1F)C1=C[C@H]2[C@@H]([C@H]2C1)C1=NOC(=N1)CN1C=NC=2N=CN(C2C1=O)C 1-((3-((1S,5S,6R)-3-(3,4-difluorophenyl)bicyclo[3.1.0]hex-2-en-6-yl)-1,2,4-oxadiazol-5-yl)methyl)-7-methyl-1,7-dihydro-6H-purin-6-one